Methyl 4-((6-bromo-2-phenylimidazo[1,2-a]pyridin-3-yl)amino)benzoate BrC=1C=CC=2N(C1)C(=C(N2)C2=CC=CC=C2)NC2=CC=C(C(=O)OC)C=C2